3-(1,2,3,5,6,7-hexahydro-s-indacen-4-yl)-1-[(1-methyl-1H-pyrazol-4-yl)(1-methylpiperidin-4-yl)sulfamoyl]urea sodium salt [Na].C1CCC2=C(C=3CCCC3C=C12)NC(NS(N(C1CCN(CC1)C)C=1C=NN(C1)C)(=O)=O)=O